N1(N=CN=C1)CC=1N=NN(C1)CCOC1=CC=CC=C1 4-((1H-1,2,4-triazol-1-yl)methyl)-1-(2-phenoxyethyl)-1H-1,2,3-triazole